N-(3-(difluoromethyl)-4-fluorophenyl)-6-methyl-2,3-dihydro-1H-pyrrolizine-7-carboxamide FC(C=1C=C(C=CC1F)NC(=O)C=1C(=CN2CCCC12)C)F